N-(5-(cyclopropylmethyl)-1H-pyrazol-3-yl)-6-((1-methylpiperidin-4-yl)oxy)pyrazin-2-amine C1(CC1)CC1=CC(=NN1)NC1=NC(=CN=C1)OC1CCN(CC1)C